N-Boc-(1-Amino-cyclopentyl)-acetic acid C(=O)(OC(C)(C)C)NC1(CCCC1)CC(=O)O